C(C)(C)(C)C1=CC(=CC2=CC=CC=C12)C=1SC=2N=C(SC2N1)C1=CC2=CC=CC=C2C(=C1)C(C)(C)C 2,5-bis(4-(tert-butyl)naphthalen-2-yl)thiazolo[5,4-d]thiazole